3-(1-oxo-5-(((1R,2R)-2-(3-(tetrahydro-2H-pyran-4-yl)-azetidin-1-yl)cyclohexyl)-oxy)isoindolin-2-yl)piperidine-2,6-dione O=C1N(CC2=CC(=CC=C12)O[C@H]1[C@@H](CCCC1)N1CC(C1)C1CCOCC1)C1C(NC(CC1)=O)=O